(1R,2R)-6-(benzyloxy)-7-chloro-2-(benzhydrylamino)-8-fluoro-1,2-dihydronaphthalen-1-ol C(C1=CC=CC=C1)OC=1C=C2C=C[C@H]([C@@H](C2=C(C1Cl)F)O)NC(C1=CC=CC=C1)C1=CC=CC=C1